[4,4-diethyl-1-[1-[3-[[(1R,2R)-2-hydroxyindan-1-yl]carbamoyl]phenyl]ethyl]-6-oxo-hexahydropyrimidin-2-ylidene]ammonium C(C)C1(NC(N(C(C1)=O)C(C)C1=CC(=CC=C1)C(N[C@H]1[C@@H](CC2=CC=CC=C12)O)=O)=[NH2+])CC